C(C#C)N1CN=NC(=C1)C1OCCC1 4-propargyl-6-(2-tetrahydrofuranyl)-1,2,4-triazine